N-(3-chloro-4-fluorophenyl)-4-(5-hydroxy-5-(1-methyl-4-(trifluoromethyl)-1H-pyrazol-5-yl)octahydropentalen-2-yl)-1-methyl-1H-imidazole-5-carboxamide ClC=1C=C(C=CC1F)NC(=O)C1=C(N=CN1C)C1CC2CC(CC2C1)(C1=C(C=NN1C)C(F)(F)F)O